O=C1C(=C(C1=O)NC1=C(C(=NC=C1)C(=O)N(C)C)O)NC1C2=CN(N=C2CCC1(C)C)C 4-((3,4-dioxo-2-((2,5,5-trimethyl-4,5,6,7-tetrahydro-2H-indazol-4-yl)amino)cyclobut-1-en-1-yl)amino)-3-hydroxy-N,N-dimethylpicolinamide